2,4-difluoro-N-(2-methoxy-5-(1-(piperazin-1-yl)isoquinolin-7-yl)pyridin-3-yl)benzenesulfonamide trifluoroacetate salt FC(C(=O)O)(F)F.FC1=C(C=CC(=C1)F)S(=O)(=O)NC=1C(=NC=C(C1)C1=CC=C2C=CN=C(C2=C1)N1CCNCC1)OC